FC(OC=1C=CC(=NC1)C=1C(=NC=CN1)C(C)NC(C1=CC(=CC(=C1)C(F)(F)F)OCC(F)(F)F)=O)F N-[1-[3-[5-(difluoromethoxy)-2-pyridyl]pyrazin-2-yl]ethyl]-3-(2,2,2-trifluoroethoxy)-5-(trifluoromethyl)benzamide